FC1=CC(=C(C=C1)C1=CC(=CC=C1)C1=NN2C(C=CC(=C2)C(=O)OC)=N1)C1=NN=CN1C Methyl 2-(4'-fluoro-2'-(4-methyl-4H-1,2,4-triazol-3-yl)-[1,1'-biphenyl]-3-yl)-[1,2,4]triazolo[1,5-a]pyridine-6-carboxylate